S1[BiH]S[BiH]1 1,3,2,4-dithiadibismetane